ClC1=C(C=CC(=C1)Cl)C=CC(C=C)=O 5-(2,4-dichlorophenyl)-1,4-pentadien-3-one